tert-butyl N-[(3S)-1-[6-fluoro-7-[(8-fluoro-2-methyl-imidazo[1,2-a]pyridin-6-yl)-carbamoyl]-2-methyl-indazol-4-yl]pyrrolidin-3-yl]-N-(2-oxabicyclo[2.1.1]hexan-1-ylmethyl)-carbamate FC=1C=C(C2=CN(N=C2C1C(NC=1C=C(C=2N(C1)C=C(N2)C)F)=O)C)N2C[C@H](CC2)N(C(OC(C)(C)C)=O)CC21OCC(C2)C1